5-allyl-3-(1H-benzimidazol-5-yl)-2-hydroxybenzonitrile C(C=C)C=1C=C(C(=C(C#N)C1)O)C1=CC2=C(NC=N2)C=C1